N-(6-amino-5-methylpyridin-3-yl)-2-((2R,5S)-5-methyl-2-(2-(oxetan-3-yl)benzo[d]thiazol-5-yl)piperidin-1-yl)-2-oxoacetamide NC1=C(C=C(C=N1)NC(C(=O)N1[C@H](CC[C@@H](C1)C)C=1C=CC2=C(N=C(S2)C2COC2)C1)=O)C